1-N-tert-butoxycarbonyl-4-piperidone C(C)(C)(C)OC(=O)N1CCC(CC1)=O